COC(C(C1=CC=C(C=C1)C(F)(F)F)N1CCC(CC1)[C@H]1CC(=NO1)Br)=O.CN(C=O)C1=CC=C(C=C1)Cl N-methyl-N-4-chlorophenyl-formamide methyl-2-[4-[(5R)-3-bromo-4,5-dihydroisoxazol-5-yl]-1-piperidyl]-2-[4-(trifluoromethyl)phenyl]acetate